octadecyl-3,5-di-tert-butyl-hydroxyphenyl propionate C(CC)(=O)OC1=C(C(=C(C(=C1)C(C)(C)C)CCCCCCCCCCCCCCCCCC)C(C)(C)C)O